N1(C=CC=C1)C1=CC2=C(NC(=N2)S(=O)(=O)O)C=C1 5-(1H-pyrrol-1-yl)1H-benzo[d]imidazole-2-sulfonic acid